GLYCERINE TRIACETATE C(C)(=O)OCC(OC(C)=O)COC(C)=O